3-((2S,3S)-3-(fluoromethyl)-2-methylazetidine-1-carbonyl)-2-(3-methylpyrazin-2-yl)-5-(4-neopentylphenyl)pyrazolo[1,5-a]pyrimidin-7(4H)-one FC[C@@H]1[C@@H](N(C1)C(=O)C=1C(=NN2C1NC(=CC2=O)C2=CC=C(C=C2)CC(C)(C)C)C2=NC=CN=C2C)C